CC1=C(C=CC=C1)NCCNC1=C(C=CC=C1)C 1,2-bis[(2-methylphenyl)amino]-ethane